CC(C(C)C)NC1=NC(=NC=C1OC)C1=NC=CC=C1 (1,2-dimethyl-propyl)-(5-methoxy-2-pyridin-2-yl-pyrimidin-4-yl)-amine